ClC1=CC(=CC2=C1NC(=N2)[C@@H](C)C2CCC(CC2)C2=CC=NC1=CC=C(C=C21)F)C(F)(F)F 4-((1S,4s)-4-((R)-1-(7-chloro-5-(trifluoromethyl)-1H-benzo[d]imidazol-2-yl)ethyl)cyclohexyl)-6-fluoroquinoline